CC=1N=C(SC1C)N1N([NH2+]C(=N1)C1=CC=CC=C1)C1=CC=CC=C1 3-[4,5-dimethylthiazol-2-yl]-2,5-diphenyltetrazolium